7-bromo-1-methyl-2-oxo-4-{4-[5-(propan-2-yl)-1,3-benzooxazol-2-yl]piperidin-1-yl}-1,2-dihydroquinoline-3-carbonitrile BrC1=CC=C2C(=C(C(N(C2=C1)C)=O)C#N)N1CCC(CC1)C=1OC2=C(N1)C=C(C=C2)C(C)C